7-(4-amino-3-methoxyphenyl)-N-(4-morpholinophenyl)thieno[3,2-d]pyrimidin-2-amine NC1=C(C=C(C=C1)C1=CSC2=C1N=C(N=C2)NC2=CC=C(C=C2)N2CCOCC2)OC